Cl.COC(=O)[C@]1(C[C@H](NCC1)C)CC1=NC(=CC=C1F)Br (2R,4R)-4-((6-bromo-3-fluoropyridin-2-yl)methyl)-2-methylpiperidine-4-carboxylic acid methyl ester hydrochloride